N'-(2-chlorophenyl)-3-isopropyl-1-(thiazol-2-yl)-1H-pyrazole-4-carbohydrazide ClC1=C(C=CC=C1)NNC(=O)C=1C(=NN(C1)C=1SC=CN1)C(C)C